(S)-6-(Dimethylamino)-N-(4-(2-fluoroacetimidamido)-1-(5-(3-fluorophenyl)oxazol-2-yl)butyl)-2-naphthamide CN(C=1C=C2C=CC(=CC2=CC1)C(=O)N[C@@H](CCCNC(CF)=N)C=1OC(=CN1)C1=CC(=CC=C1)F)C